3-methyl-1H-imidazole-1-sulfonyl fluoride CN1CN(C=C1)S(=O)(=O)F